CC1=C(N=C2N(C1=O)C=C(C=C2[C@@H](C)NC2=C(C(=O)O)C=CC=C2)C)N2CC=1N(CC2)C(=NN1)C(F)(F)F (R)-2-((1-(3,7-dimethyl-4-oxo-2-(3-(trifluoromethyl)-5,6-dihydro-[1,2,4]triazolo[4,3-a]pyrazin-7(8H)-yl)-4H-pyrido[1,2-a]pyrimidin-9-yl)ethyl)amino)benzoic acid